C(C1=CC=CC=C1)N(CC(O)C1=CC(=C(C=C1)OCC1=CC=CC=C1)[N+](=O)[O-])C(CC1=CC=C(C=C1)OC)C 2-{benzyl-[2-(4-methoxyphenyl)-1-methylethyl]amino}-1-(4-benzyloxy-3-nitrophenyl)-ethanol